NC1=CC(=NN1C1=C(C=C(C=C1Cl)C(F)(F)F)Cl)C#N 5-amino-1-(2,6-dichloro-4-trifluoromethylphenyl)-3-cyano-pyrazole